CN1C2=C(CCCC1=O)C=CC=N2 9-methyl-6,7-dihydro-5H-pyrido[2,3-b]azepin-8(9H)-one